tert-butyl 8-(difluoromethoxy)-4,4-dimethyl-1-oxo-6-(4,4,5,5-tetramethyl-1,3,2-dioxaborolan-2-yl)-3H-isoquinoline-2-carboxylate FC(OC=1C=C(C=C2C(CN(C(C12)=O)C(=O)OC(C)(C)C)(C)C)B1OC(C(O1)(C)C)(C)C)F